C1(=CC=CC2=CC=CC=C12)NC(=S)N N-(1-naphthyl)thiourea